ClC1=C(C=C(C=C1)Cl)S(=O)(=O)NC=1C=C(C=C(C1)F)C=1C=C2C=NC(=NC2=CC1)NC(C(C)(C)C)=O N-(6-(3-((2,5-dichlorophenyl)sulfonamido)-5-fluorophenyl)quinazolin-2-yl)pivalamide